C[Si](CCOCN(C1=NC(=NC=C1)N1C[C@]([C@@H](CC1)O)(C)F)COCC[Si](C)(C)C)(C)C (3S,4R)-1-(4-(bis((2-(trimethylsilyl)ethoxy)methyl)amino)pyrimidin-2-yl)-3-fluoro-3-methylpiperidin-4-ol